ClC=1C=C(C=CC(=O)NC(=N)N)C=CC1 (3-Chlorocinnamoyl)guanidin